CC1C=C(NC1)C=O 4-methylpyrroline-2-formaldehyde